(S)-1-((R)-2-hydroxy-4-methylpentanoyl)-N-((S)-3-oxo-1-((S)-2-oxopyrrolidin-3-yl)-4-(trifluoromethoxy)butan-2-yl)azepane-2-carboxamide O[C@@H](C(=O)N1[C@@H](CCCCC1)C(=O)N[C@@H](C[C@H]1C(NCC1)=O)C(COC(F)(F)F)=O)CC(C)C